BrC1=CSC2=C1N=C(N=C2C#C)NCC2=CC=C(C=C2)OC 7-bromo-4-ethynyl-N-(4-methoxybenzyl)thieno[3,2-d]Pyrimidine-2-amine